FC1=CC(=CC2=CC=3C[C@@](CCC3N=C12)(C(C)C)F)C(=O)N[C@H](CCN1CCC(CC1)O)C1=CC=C(C=C1)N1C(OCC1)=O (7S)-4,7-difluoro-N-{(1R)-3-(4-hydroxypiperidin-1-yl)-1-[4-(2-oxo-1,3-oxazolidin-3-yl)phenyl]propyl}-7-(1-methylethyl)-5,6,7,8-tetrahydroacridine-2-carboxamide